FC(N1N=CC(=C1)C=1C=C2C3=C(NC2=CC1)N=CN=C3N[C@@H]3CC[C@H](CC3)N3CCOCC3)F 6-(1-(difluoromethyl)-1H-pyrazol-4-yl)-N-(trans-4-morpholinocyclohexyl)-9H-pyrimido[4,5-b]indol-4-amine